4-(1-propionyl-1H-indol-5-yl)-N-(pyridin-3-ylmethyl)benzamide C(CC)(=O)N1C=CC2=CC(=CC=C12)C1=CC=C(C(=O)NCC=2C=NC=CC2)C=C1